FC(S(=O)(=O)N1C[C@H](C[C@@H](C1)F)NC(CC1=NC=C2C=CC(=NC2=C1)C1=NC(=CC=C1)N1C[C@@H](O[C@@H](C1)C)C)=O)F N-((3S,5S)-1-((difluoromethyl)sulfonyl)-5-fluoropiperidin-3-yl)-2-(2-(6-((cis)-2,6-dimethylmorpholino)pyridin-2-yl)-1,6-naphthyridin-7-yl)acetamide